O1CCN(CC1)C=1N=C2N(N=CC=C2N)C1C#CC morpholino-3-(prop-1-yn-1-yl)imidazo[1,2-b]pyridazin-8-amine